NC1=NC=CC(=C1C#CCCN1CCOCC1)C=1C=C2C(=NNC2=CC1)N 5-(2-Amino-3-(4-morpholinobut-1-yn-1-yl)pyridin-4-yl)-1H-indazol-3-amine